(E)-3-methylquinazolin CN1CN=C2C=CC=CC2=C1